N[C@@H](CO)C(C)C (2R)-2-amino-3-methylbutan-1-ol